ClC1=C(C=C2C(C(=CN(C2=N1)C1=C(C=C(C=C1F)F)F)C(=O)NC(C(F)(F)F)(C1CC1)C1CC1)=O)F 7-chloro-N-(1,1-dicyclopropyl-2,2,2-trifluoroethyl)-6-fluoro-4-oxo-1-(2,4,6-trifluorophenyl)-1,4-dihydro-1,8-naphthyridine-3-carboxamide